(3-(2-chloro-5-fluorophenyl)-7-methoxy-1-oxo-2,3-dihydro-1H-pyrrolo[3,4-f]quinolin-4-yl)-5-fluoro-3-hydroxy-3-(trifluoromethyl)indole-2,2-d2-1-carboxamide ClC1=C(C=C(C=C1)F)C1NC(C2=C3C=CC(=NC3=CC(=C21)C2=C1C(C(N(C1=CC=C2F)C(=O)N)([2H])[2H])(C(F)(F)F)O)OC)=O